4-Dehydrorhamnose O=C[C@H](O)[C@H](O)C(=O)[C@@H](O)C